4-(trifluoromethoxy)phenylisothiocyanate FC(OC1=CC=C(C=C1)N=C=S)(F)F